CN1C(C(=CC(=C1)C)[C@H](CNS(=O)(=O)C)CO[C@@H]1CC[C@@H](CC1)C1=CC(=CC=C1)F)=O |o1:8| (R or S)-N-[2-(1,5-dimethyl-2-oxo-1,2-dihydropyridin-3-yl)-3-{[(CIS)-4-(3-fluorophenyl)cyclohexyl]oxy}propyl]methanesulfonamide